2-[6-(4-ethylpiperazin-1-yl)pyrimidin-4-yl]-2,8-diazaspiro[4.5]decane C(C)N1CCN(CC1)C1=CC(=NC=N1)N1CC2(CC1)CCNCC2